BrC=1C=CC(=C(C1)[C@H](CC(=O)OCC)NC(=O)OC(C)(C)C)F Ethyl (S)-3-(5-bromo-2-fluorophenyl)-3-((tert-butoxycarbonyl)amino)propanoate